naphtho[2,3-B]benzofuran-2-yl-boronic acid C1=C(C=CC2=C1C1=C(O2)C=C2C=CC=CC2=C1)B(O)O